4-(6-(6-(2-(4-Cyclopropylpyrimidin-5-yl)-4-fluorophenoxy)-1,2,4-triazin-5-yl)-2,6-diazaspiro[3.4]oct-2-yl)-N,5-dimethylhexanamide C1(CC1)C1=NC=NC=C1C1=C(OC2=C(N=CN=N2)N2CC3(CN(C3)C(CCC(=O)NC)C(C)C)CC2)C=CC(=C1)F